N1CC(C1)NC=1C=NC(=CC1)[C@H]1N([C@@H](CC=2C=C3C(=CC12)OCO3)C)CC(CO[Si](C3=CC=CC=C3)(C3=CC=CC=C3)C(C)(C)C)(F)F N-(azetidin-3-yl)-6-((5S,7R)-6-(3-((tert-butyldiphenylsilyl)oxy)-2,2-difluoropropyl)-7-methyl-5,6,7,8-tetrahydro-[1,3]dioxolano[4,5-g]isoquinolin-5-yl)pyridin-3-amine